BrC1=NN(C=C1)CC#N (3-bromo-1H-pyrazol-1-yl)acetonitrile